2,N-dicyclohexyl-2-[2-(2,4-dimethoxy-phenyl)-5,6-difluoro-benzimidazol-1-yl]-acetamide C1(CCCCC1)C(C(=O)NC1CCCCC1)N1C(=NC2=C1C=C(C(=C2)F)F)C2=C(C=C(C=C2)OC)OC